2-(tert-butyl) 3-methyl (R)-5-bromo-3,4-dihydroisoquinoline-2,3(1H)-dicarboxylate BrC1=C2C[C@@H](N(CC2=CC=C1)C(=O)OC(C)(C)C)C(=O)OC